(R)-1-((2-methyl-1H-imidazo[4,5-c]pyridin-6-yl)methyl)-2-phenethyl-4-((trifluoromethyl)sulfonyl)-2,3,4,5-tetrahydro-1H-benzo[e][1,4]diazepine CC=1NC2=C(C=NC(=C2)CN2[C@@H](CN(CC3=C2C=CC=C3)S(=O)(=O)C(F)(F)F)CCC3=CC=CC=C3)N1